Tetrahydrothiophen-3-ylmethyl 3-({2-chloro-4-fluoro-5-[3-methyl-2,6-dioxo-4-(trifluoromethyl)-3,6-dihydropyrimidin-1(2H)-yl]phenyl}sulfanyl)-2,2-dimethylpropanoate ClC1=C(C=C(C(=C1)F)N1C(N(C(=CC1=O)C(F)(F)F)C)=O)SCC(C(=O)OCC1CSCC1)(C)C